(4S)-N-(3-bromo-2-chloro-phenyl)-4-[2-[tert-butyl(dimethyl)silyl]oxyethylamino]-4,5,6,7-tetrahydropyrazolo[1,5-a]pyridine-2-carboxamide BrC=1C(=C(C=CC1)NC(=O)C1=NN2C([C@H](CCC2)NCCO[Si](C)(C)C(C)(C)C)=C1)Cl